C(C1=CC=CC=C1)OC1=CC=C2C[C@@H]3[C@]4([C@](CCN(CC4)C(C(F)(F)F)=O)(C2=C1)CCN3CC3CC3)O 1-((5aS,6R,11bR)-10-(benzyloxy)-14-(cyclopropylmethyl)-5a-hydroxy-1,2,5,5a,6,7-hexahydro-6,11b-(epiminoethano)Naphtho[1,2-d]azepin-3(4H)-yl)-2,2,2-trifluoroethan-1-one